C(C)S(=O)(=O)O.NC1=NC=C(C(=N1)N)CN1CCC2=CC(=CC=C12)C1=C(C=C2C(C(=CN3C2=C1OC[C@@H]3C)C(=O)OCC)=O)F Ethyl (S)-10-(1-((2,4-diaminopyrimidin-5-yl)methyl)indolin-5-yl)-9-fluoro-3-methyl-7-oxo-2,3-dihydro-7H-[1,4]oxazino[2,3,4-ij]quinoline-6-carboxylate ethanesulfonate